(S)-1-(4-(7-fluoroquinolin-4-yl)-2-(trifluoromethyl)phenoxy)-2,4-dimethylpentan-2-amine FC1=CC=C2C(=CC=NC2=C1)C1=CC(=C(OC[C@](CC(C)C)(N)C)C=C1)C(F)(F)F